methyl 4-(5-fluoro-2-methoxyphenyl)-6-methylnicotinate FC=1C=CC(=C(C1)C1=CC(=NC=C1C(=O)OC)C)OC